CC1=NC=C(C=C1)O[C@@H]1CC[C@H](CC1)C1=NN=C(N1C1=CC=C(C=C1)C)C trans-2-Methyl-5-[4-[5-methyl-4-(4-methylphenyl)-1,2,4-triazol-3-yl]cyclohexyl]oxypyridine